C(C)N1C(C=C(C=C1)NC(CNC)=O)=O N-(1-ethyl-2-oxo-1,2-dihydropyridin-4-yl)-2-(methylamino)acetamide